NC1=C(C(=O)NC(C)C)C=C(C=N1)C1=C(C=C(C=C1)NC([C@H](C1=C(C=CC=C1)C)O)=O)CC (S)-2-amino-5-(2-ethyl-4-(2-hydroxy-2-(o-tolyl)acetamido)phenyl)-N-isopropylnicotinamide